O(O)O.[Sn] tin oxyhydroxide